OC=1C(=C(C(=CC1)C)C1=C(C2=C(N=C1)NC(=C2)C=2C=NC(=NC2)C)C#N)C (S)-5-(3-hydroxy-2,6-dimethylphenyl)-2-(2-methylpyrimidin-5-yl)-1H-pyrrolo[2,3-b]pyridine-4-carbonitrile